C1(CC1)C=1SC(=C(N1)C1=NC(=CC=C1)C)OC1=CC(=NC=C1)NC1=CC=CC(=N1)C(=O)NC 6-((4-((2-Cyclopropyl-4-(6-methylpyridin-2-yl)thiazol-5-yl)oxy)pyridin-2-yl)amino)-N-methylpicolinamide